1-ethyl-3-butylimidazole bistrifluoromethanesulfonimide salt [N-](S(=O)(=O)C(F)(F)F)S(=O)(=O)C(F)(F)F.C(C)N1CN(C=C1)CCCC